N4-methylpyridin-3,4-diamine CNC1=C(C=NC=C1)N